CC1=C(C=CC(=C1)C)S(=O)(=O)O[C@@H]1NC(OC1)=O (S)-(2-oxo-oxazolidine-4-yl) methyl-4-methylbenzenesulfonate